C(C)(=O)N1CCC(CC1)C1=CC2=C(N=CN=C2N[C@H](C)C2=C(C(=CC(=C2)C(F)(F)F)N)F)N(C1=O)C 6-(1-Acetyl-4-Piperidyl)-4-[[(1R)-1-[3-Amino-2-Fluoro-5-(Trifluoromethyl)Phenyl]Ethyl]Amino]-8-Methyl-Pyrido[2,3-D]Pyrimidin-7-One